quercetin-3-O-[α-L-rhamnopyranosyl-(1-2) α-L-rhamnopyranosyl-(1-6)-β-D-glucopyranoside] [C@@H]1([C@H](O)[C@H](O)[C@@H](O)[C@@H](O1)C)O[C@H]1[C@@H](O[C@H]([C@@H]([C@H]1O)O)C)OC[C@@H]1[C@H]([C@@H]([C@H]([C@@H](O1)OC1=C(OC=2C=C(C=C(C2C1=O)O)O)C1=CC(O)=C(O)C=C1)O)O)O